FC1N(CCC1)F difluoropyrrolidin